C(C)(C)(C)OC(=O)N[C@H](C(=O)O)C1=CC=CC=C1 (S)-2-tert-butoxycarbonylamino-2-phenylacetic acid